CC1(C2=NC3=C(C2CCN1)C=C(C=C3)O)C(=O)O 6-hydroxy-1-methyltetrahydro-β-carboline-1-carboxylic acid